CNC=1N=CC(=C2C=C(N=CC12)NC(=O)C1CC1)C=1OC2=C(N1)C=C(C=C2)N2CCOCC2 N-(8-(methylamino)-5-(5-morpholinylbenzo[d]oxazol-2-yl)-2,7-naphthyridin-3-yl)cyclopropanecarboxamide